NC1=NC=2C=C(C(=CC2C2=C1N(N=C2)C)C(=O)N(C)[C@@H]2CSC1=C2C=CC(=C1)Br)F 4-amino-N-((3S)-6-bromo-2,3-dihydro-1-benzothiophen-3-yl)-7-fluoro-N,3-dimethyl-3H-pyrazolo[3,4-c]quinoline-8-carboxamide